tert-Butyl 2-[4-[3-cyano-4-[(1R)-1-(2-pyridyl)ethoxy]pyrazolo[1,5-a]pyridin-6-yl]-3-methyl-pyrazol-1-yl]-7-azaspiro[3.5]nonane-7-carboxylate C(#N)C=1C=NN2C1C(=CC(=C2)C=2C(=NN(C2)C2CC1(C2)CCN(CC1)C(=O)OC(C)(C)C)C)O[C@H](C)C1=NC=CC=C1